1-[(3S)-1-(dimethylcarbamoyl)pyrrolidin-3-yl]-N-methylcarboxamide CN(C(=O)N1C[C@@H](CC1)CNC=O)C